CON(C(COC[C@H](C(=O)OCC1=CC=CC=C1)C(C)C)=O)C benzyl (R)-2-((2-(methoxy(methyl)amino)-2-oxoethoxy)methyl)-3-methylbutanoate